Sodium lauryl sulfate Sodium [Na+].S(=O)(=O)(OCCCCCCCCCCCC)[O-].[Na+].C(CCCCCCCCCCC)OS(=O)(=O)[O-]